C(#N)C=1C=C(C=CC1CN1C=NC=2C=NC=3N=C(C=CC3C21)OC)S(=O)(=O)N 3-cyano-4-((7-methoxy-1H-imidazo[4,5-c][1,8]naphthyridin-1-yl)methyl)benzenesulfonamide